1-ethyl-4-hydroxy-3-(2,2,2-trifluoroethan-1-on-1-yl)benzo[h]quinolin C(C)N1CC(=C(C2=CC=C3C(=C12)C=CC=C3)O)C(C(F)(F)F)=O